C(C)(=O)N1CCC(CC1)N(C=1N2C=C(C=C2C=C(C1C)C(=O)O)Br)CC 5-((1-acetylpiperidin-4-yl)(ethyl)amino)-2-bromo-6-methylindolizine-7-carboxylic acid